Butylamide C(CCC)[NH-]